7-ethyl-5-morpholinopyrazolo[1,5-a]pyrimidine-3-carboxylic acid sodium salt [Na+].C(C)C1=CC(=NC=2N1N=CC2C(=O)[O-])N2CCOCC2